1-(1-(6-ethoxy-5-methoxypyridin-2-yl)-2-(methylsulfonyl)ethyl)-5-phenyl-3-methyl-1H-benzo[d]imidazol-2(3H)-one C(C)OC1=C(C=CC(=N1)C(CS(=O)(=O)C)N1C(N(C2=C1C=CC(=C2)C2=CC=CC=C2)C)=O)OC